C(C)(C)N(CCC1=CNC2=CC=CC(=C12)OC(CC(C)=O)=O)C(C)C 3-oxobutanoic acid 3-(2-(diisopropylamino) ethyl)-1H-indol-4-yl ester